(2-benzylsulfonyl-2,6-diazaspiro[3.3]heptane-6-yl)-[6-(3-cyclopropyl-1,2,4-triazol-1-yl)-2-azaspiro[3.3]heptane-2-yl]methanone C(C1=CC=CC=C1)S(=O)(=O)N1CC2(C1)CN(C2)C(=O)N2CC1(C2)CC(C1)N1N=C(N=C1)C1CC1